ClC=1C=2N(C(=C(C1)C(C)N)N1CCCC1)C=NC2 1-(8-chloro-5-pyrrolidin-1-ylimidazo[1,5-a]pyridin-6-yl)ethanamine